C[Si](C(C(C)([2H])[2H])([2H])[2H])(C)C 3-(trimethylsilyl)propane-2,2,3,3-d4